1,2,4-trimethoxynaphthalene COC1=C(C=C(C2=CC=CC=C12)OC)OC